FC1=C(C=CC=C1F)C=1CCCC2=C(C1C1=CC=C(C=C1)CC1CN(C1)CCCF)C=CC(=C2)C(=O)O 8-(2,3-difluorophenyl)-9-(4-((1-(3-fluoropropyl)azetidin-3-yl)methyl)phenyl)-6,7-dihydro-5H-benzo[7]annulene-3-carboxylic acid